N-[4-(3-cyanophenyl)-5-(2,6-dimethyl-4-pyridyl)thiazol-2-yl]-3-oxo-2,7-diazaspiro[3.5]nonane C(#N)C=1C=C(C=CC1)C=1N=C(SC1C1=CC(=NC(=C1)C)C)N1CCC2(C(NC2)=O)CC1